C1C(O1)CSC2=CC=CS2 2-(2,3-epoxypropylthio)thiophene